FC(C)(F)C=1C=NC2=CC=C(C=C2N1)C(C)O 1-(3-(1,1-difluoroethyl)quinoxalin-6-yl)ethan-1-ol